ClC=1C(=NC=C(N1)Cl)C(=O)C=1C=NNC1C(F)(F)F (3,5-dichloropyrazin-2-yl)(5-(trifluoromethyl)-1H-pyrazol-4-yl)methanone